(2,2-dimethyl-5-(4-methylthiazol-5-yl)-1,3-dioxolan-4-yl)methyl sulfamate S(N)(OCC1OC(OC1C1=C(N=CS1)C)(C)C)(=O)=O